C1CCC2=C(C=3CCCC3C=C12)NC(=O)N=[S@@](=O)(N)C=1C=NN2C1OC[C@H](C2)O (S,6S)-N'-((1,2,3,5,6,7-hexahydro-s-indacen-4-yl)carbamoyl)-6-hydroxy-6,7-dihydro-5H-pyrazolo[5,1-b][1,3]oxazine-3-sulfonimidamide